ClC1=C(CCl)C=C(C=N1)C(F)(F)F 2-Chloro-5-(trifluoromethyl)nicotinyl chloride